Lithium 2-methyl-2-propanolate CC(C)(C)[O-].[Li+]